cobalt nonasulfide [Co](=S)(=S)(=S)(=S)(=S)(=S)(=S)(=S)=S